zinc-europium porphyrin phosphorus [P].C12=CC=C(N1)C=C1C=CC(=N1)C=C1C=CC(N1)=CC=1C=CC(N1)=C2.[Eu].[Zn]